tert-Butyl 5-((tosyloxy)methyl)-1,2-thiazinane-2-carboxylate 1,1-dioxide S(=O)(=O)(C1=CC=C(C)C=C1)OCC1CCN(S(C1)(=O)=O)C(=O)OC(C)(C)C